4-(1-(6-fluoro-1-methylpyrido[4,3-e][1,2,4]triazolo[4,3-a]pyrimidin-5-yl)-1,2,3,4-tetrahydro-1,6-naphthyridin-5-yl)-2,2-dimethylbut-3-ynenitrile FC1=CN=CC2=C1C(=NC=1N2C(=NN1)C)N1CCCC2=C(N=CC=C12)C#CC(C#N)(C)C